OCC=1C=C(C=CC1O)C=O 3-hydroxymethyl-4-hydroxy-benzene-1-carboxaldehyde